(R)-1-(7-Chloro-8-fluoro-2-(((2R,7aS)-2-fluorotetrahydro-1H-pyrrolizin-7a(5H)-yl)methoxy)pyrido[4,3-d]pyrimidin-4-yl)-3-(fluoromethyl)piperidin-3-ol ClC1=C(C=2N=C(N=C(C2C=N1)N1C[C@@](CCC1)(O)CF)OC[C@]12CCCN2C[C@@H](C1)F)F